3-(3-benzyl-3-(1-(4-fluorophenyl)-6-methyl-1H-indazol-5-yl)pyrrolidin-1-yl)-3-oxopropanenitrile C(C1=CC=CC=C1)C1(CN(CC1)C(CC#N)=O)C=1C=C2C=NN(C2=CC1C)C1=CC=C(C=C1)F